(2,4,5-trifluorophenyl)butan-1-one FC1=C(C=C(C(=C1)F)F)C(CCC)=O